6-(Cyclopropanecarboxamido)-N-(methyl-d3)-4-((5-methyl-4-oxo-4,5-dihydrothieno[3,2-c]pyridin-3-yl)amino)pyridazine-3-carboxamide C1(CC1)C(=O)NC1=CC(=C(N=N1)C(=O)NC([2H])([2H])[2H])NC1=CSC2=C1C(N(C=C2)C)=O